NC1=C(C=2C(=NC(=C(C2)C)OC[C@H]2N(CCC2)C)N1C1=C(C(=CC=C1C)O)C)C(=O)N (S)-2-amino-1-(3-hydroxy-2,6-dimethylphenyl)-5-methyl-6-((1-methylpyrrolidin-2-yl)methoxy)-1H-pyrrolo[2,3-b]pyridine-3-carboxamide